4-(4-(quinolin-3-yl)pyrimidin-2-yl)piperazine-1-carboxylic acid tert-butyl ester C(C)(C)(C)OC(=O)N1CCN(CC1)C1=NC=CC(=N1)C=1C=NC2=CC=CC=C2C1